C1=C(C(=CC(=C1)C1=C(C=C(C=C1C)C)C)C)C 5-xylyl-mesitylene